ClC=1C(=NC=CC1C1=C(C(=CC=C1)C1=NC(=C(C=C1)CNCC1NC(CC1)=O)OC)Cl)NC=1C(=C(CN2CCC(CC2)C(=O)O)C=CC1)F 1-(3-((3-chloro-4-(2-chloro-3-(6-methoxy-5-((((5-oxopyrrolidin-2-yl)methyl)amino)methyl)pyridin-2-yl)phenyl)pyridin-2-yl)amino)-2-fluorobenzyl)piperidine-4-carboxylic acid